C(C)(C)(C)OC(=O)OC=1C(=C(C(=CC1)C)N1C=C(C=C1C)C#N)C 1-(3-((tert-butoxycarbonyl)oxy)-2,6-dimethylphenyl)-3-cyano-5-methyl-1H-pyrrole